2-[6-[4-(1-ethyl-4-piperidinyl)phenyl]-4-fluoro-1-oxo-isoindolin-2-yl]-2-(5-fluoro-2-hydroxy-phenyl)-N-thiazol-2-yl-acetamide C(C)N1CCC(CC1)C1=CC=C(C=C1)C1=CC(=C2CN(C(C2=C1)=O)C(C(=O)NC=1SC=CN1)C1=C(C=CC(=C1)F)O)F